C1CCN2CCCC12 perhydropyrrolizine